C1=CCOC=2C=CC3=C(C12)C=CC=C3 3H-benzo[f]chromene